ClC1=CC=C(C=C1)N1N=C(C=C1)OCC1=C(C=CC=C1)N(C(OC)=O)C Methyl N-(2-(((1-(4-chlorophenyl)-1H-pyrazol-3-yl) oxy) methyl) phenyl)-N-methylcarbamate